C1(=CC=CC=C1)C1=NC(=NC(=N1)C(Cl)(Cl)Cl)C(Cl)(Cl)Cl phenyl-bis(trichloromethyl)s-triazine